Cl.C(C)N(CCOC1=C(C=C(C=C1C)NC1=NC=C(C(=N1)N1OCCC1C1=CC=CC=C1)F)C)CC N-(4-(2-(diethylamino)ethoxy)-3,5-dimethylphenyl)-5-fluoro-4-(3-phenylisoxazolidin-2-yl)pyriMidin-2-amine hydrochloride